1,2-Bis(di-phenylphosphino)ethan C1(=CC=CC=C1)P(CCP(C1=CC=CC=C1)C1=CC=CC=C1)C1=CC=CC=C1